2-(4-(2-(2-Aminopyridin-3-yl)-5-phenyl-3H-imidazo[4,5-b]pyridin-3-yl)benzyl)-2-azaspiro[4.5]decan-8-amine NC1=NC=CC=C1C1=NC=2C(=NC(=CC2)C2=CC=CC=C2)N1C1=CC=C(CN2CC3(CC2)CCC(CC3)N)C=C1